2-methyl-4-phenyl-cyclopentaindene CC1=CC=2C(C(=CC3=CC=CC23)C2=CC=CC=C2)=C1